5-BROMO-2-FORMYL-BENZOIC ACID BrC=1C=CC(=C(C(=O)O)C1)C=O